[[2-amino-4-(4-methylthiazol-5-yl)phenyl]methyl]carbamate NC1=C(C=CC(=C1)C1=C(N=CS1)C)CNC([O-])=O